C(C)C1CCN=CN1 6-ethyl-1,4,5,6-tetrahydro-pyrimidine